N-(2-(1-((3-(2,4-dioxotetrahydropyrimidin-1(2H)-yl)pyridin-4-yl)methyl)piperidin-4-yl)-6-(2-hydroxypropan-2-yl)-2H-indazol-5-yl)-6-(trifluoromethyl)nicotinamide O=C1N(CCC(N1)=O)C=1C=NC=CC1CN1CCC(CC1)N1N=C2C=C(C(=CC2=C1)NC(C1=CN=C(C=C1)C(F)(F)F)=O)C(C)(C)O